C(C)(=O)OCCCCCCCC\C=C/C\C=C\C (Z,E)-9,12-Tetradecadienyl acetate